N(=[N+]=[N-])CCCCCNC([C@H](C\C=C\C1=CC(=CC=C1)OCC1=CC=CC=C1)NC(OC(C)(C)C)=O)=O tert-butyl (S,E)-(1-((5-azidopentyl)amino)-5-(3-(benzyloxy)phenyl)-1-oxopent-4-en-2-yl)carbamate